diethylsilylbis(4,5,6,7-tetrahydroindenyl)zirconium C(C)[SiH](CC)[Zr](C1C=CC=2CCCCC12)C1C=CC=2CCCCC12